N-(7-(2-(1,3-bis(trideuteriomethyl)pyrrolidin-3-yl)ethynyl)-4-(3-chloro-2-fluoro-anilino)quinazolin-6-yl)prop-2-enamide [2H]C(N1CC(CC1)(C([2H])([2H])[2H])C#CC1=C(C=C2C(=NC=NC2=C1)NC1=C(C(=CC=C1)Cl)F)NC(C=C)=O)([2H])[2H]